BrC1=CC2=C(C(=NS2(=O)=O)N(\N=C\N2C(N(C3=C2C=CC=C3)C3CCC3)=O)CCOC)C=C1 [(E)-[(6-bromo-1,1-dioxo-1,2-benzothiazol-3-yl)-(2-methoxyethyl)hydrazono]methyl]-3-cyclobutyl-1H-benzimidazol-2-one